3-morpholino-1-oxa-7-azaspiro[3.5]nonane trifluoroacetate FC(C(=O)O)(F)F.O1CCN(CC1)C1COC12CCNCC2